C(C)N1N=CC=2C(NC=3C(=CC(=C(C3C21)C)C2=C1C=CN(C1=CC(=C2)F)S(=O)(=O)C)F)(C)C 1-Ethyl-6-fluoro-8-(6-fluoro-1-methylsulfonylindol-4-yl)-4,4,9-trimethyl-5H-pyrazolo[4,3-c]chinolin